C(C)(C)(C)C=1C=C(C=C(C1O)C(C)(C)C)CCC(=O)OC[C@H](OC(CCC1=CC(=C(C(=C1)C(C)(C)C)O)C(C)(C)C)=O)[C@@H](OC(CCC1=CC(=C(C(=C1)C(C)(C)C)O)C(C)(C)C)=O)[C@H](OC(CCC1=CC(=C(C(=C1)C(C)(C)C)O)C(C)(C)C)=O)[C@H](OC(CCC1=CC(=C(C(=C1)C(C)(C)C)O)C(C)(C)C)=O)COC(CCC1=CC(=C(C(=C1)C(C)(C)C)O)C(C)(C)C)=O sorbitol hexa-[3-(3,5-di-tert-butyl-4-hydroxyphenyl) propionate]